6-Methyl-4-((tetrahydrofuran-3-yl)methyl)-2-cyanopyridine CC1=CC(=CC(=N1)C#N)CC1COCC1